7-((Cis)-4-((S)-3-methylpiperazin-1-yl)cyclohexyl)-5-(4-phenoxyphenyl)pyrrolo[2,1-f][1,2,4]triazin-4-amine C[C@H]1CN(CCN1)[C@H]1CC[C@H](CC1)C1=CC(=C2C(=NC=NN21)N)C2=CC=C(C=C2)OC2=CC=CC=C2